NC1=C(C=CC(=C1)F)C1=C(C=C(C(=C1)Cl)C(=O)NC=1C=C(C(=NC1)C(=O)NCC1(CC1)C)Cl)F 5-(2'-amino-5-chloro-2,4'-difluoro-[1,1'-biphenyl]-4-carboxamido)-3-chloro-N-((1-methylcyclopropyl)methyl)picolinamide